NC1=CC2=C(N(C(N2CC[C@H](C)N2N=CC=C2)=O)C)C=C1 5-amino-1-methyl-3-[(3S)-3-pyrazol-1-yl-butyl]benzimidazol-2-one